C(=O)C1=C(SC=C1)C1=CC=C(C(=N1)C)O[C@@H]1C[C@H](CCC1)C(=O)[O-] (1S,3S)-3-((6-(3-formylthiophen-2-yl)-2-methylpyridin-3-yl)oxy)cyclohexane-1-carboxylate